COCCOCCOCC(=O)OCCOCC (ethoxy)ethyl 2-(2-(2-methoxy ethoxy) ethoxy)acetate